5-(2-bromoethoxy)-2-(2,2-dimethyl-1,3-dioxolan-4-yl)pyrimidine BrCCOC=1C=NC(=NC1)C1OC(OC1)(C)C